C(C)(C)(C)OC(=O)N1CC(C1)OC1=NC=C(C2=CC(=NC=C12)Cl)C(=C)OCC 3-((6-chloro-4-(1-ethoxyvinyl)-2,7-naphthyridin-1-yl)oxy)azetidine-1-carboxylic acid tert-butyl ester